FC1=C(C=CC(=C1)OC)C1=CC=NC=2N1N=CC2 7-(2-fluoro-4-methoxyphenyl)pyrazolo[1,5-a]pyrimidine